3-(methoxymethyl)-1-(2-(2-methyl-2H-pyrazolo[3,4-b]pyridin-5-yl)thieno[2,3-d]pyrimidin-6-yl)cyclobutanol COCC1CC(C1)(O)C1=CC2=C(N=C(N=C2)C2=CC=3C(N=C2)=NN(C3)C)S1